1,4,4,4-tetrachloro-1,4-disilabutane Cl[SiH2]CC[Si](Cl)(Cl)Cl